[Cl-].FC1=CC=C(C=C1)CC[NH3+] 4-fluorophenylethylammonium chloride